7-(3-bromopropyloxy)-2-(3,4-dimethoxyphenyl)-5-hydroxy-6-methoxy-4H-chromen-4-one BrCCCOC1=C(C(=C2C(C=C(OC2=C1)C1=CC(=C(C=C1)OC)OC)=O)O)OC